ethyl 5-(2-benzyl-1,3-dithiolan-2-yl)-2-methylbenzofuran-3-carboxylate C(C1=CC=CC=C1)C1(SCCS1)C=1C=CC2=C(C(=C(O2)C)C(=O)OCC)C1